1-(4-(1-(2,6-difluorobenzyl)-5-((dimethylamino)methyl)-3-(6-(2-fluoroethoxy)pyridin-3-yl)-2,4-dioxo-1,2,3,4-tetrahydrothieno[2,3-d]pyrimidin-6-yl)phenyl)-3-methoxyurea FC1=C(CN2C(N(C(C3=C2SC(=C3CN(C)C)C3=CC=C(C=C3)NC(=O)NOC)=O)C=3C=NC(=CC3)OCCF)=O)C(=CC=C1)F